1-(8-(5-(((5-fluoro-2,3-dihydrobenzofuran-4-yl)methyl)amino)-[1,2,4]triazolo[4,3-c]pyrimidin-8-yl)-2-methylimidazo[1,2-a]pyridin-3-yl)ethan-1-one methyl-3-bromo-4-(1-piperidyl)benzoate COC(C1=CC(=C(C=C1)N1CCCCC1)Br)=O.FC=1C=CC2=C(CCO2)C1CNC1=NC=C(C=2N1C=NN2)C=2C=1N(C=CC2)C(=C(N1)C)C(C)=O